N-(3,5-dichloropyridin-4-yl)-4-(difluoromethoxy)-3-((7-(4-(2-(2,6-dioxo-piperidin-3-yl)-1-oxoisoindolin-4-yl)piperidin-1-yl)heptyl)oxy)benzamide ClC=1C=NC=C(C1NC(C1=CC(=C(C=C1)OC(F)F)OCCCCCCCN1CCC(CC1)C1=C2CN(C(C2=CC=C1)=O)C1C(NC(CC1)=O)=O)=O)Cl